F[B-](F)(F)F.C(#N)C=1CC(C=CC1)=[N+]=[N-] 3-cyano-diazobenzene tetrafluoroborate